Cl.COCCOCCOC1=NC=CC(=C1)NC=1C=CC=2C[C@@H]3[C@@H]4CCCC[C@@]4(C2C1)CCN3C N-{2-[2-(2-methoxyethoxy)ethoxy]pyridin-4-yl}-17-methylmorphinan-3-amine, hydrochloride salt